4-(2,6-difluoro-4-nitrophenoxy)-3-(6-methoxypyridin-3-yl)-1-{[2-(trimethylsilyl)ethoxy]methyl}-1H-pyrrolo[2,3-b]pyridine FC1=C(OC2=C3C(=NC=C2)N(C=C3C=3C=NC(=CC3)OC)COCC[Si](C)(C)C)C(=CC(=C1)[N+](=O)[O-])F